tert-butyl (E)-2-(dihydrofuran-3(2H)-ylidene)hydrazine-1-carboxylate O1C\C(\CC1)=N\NC(=O)OC(C)(C)C